2-(3-((2-methoxy-4-(methylsulfonyl)phenyl)amino)prop-1-yn-1-yl)-N-(piperidin-4-ylmethyl)-3-(2,2,2-trifluoroethyl)benzo[b]thiophen-7-amine COC1=C(C=CC(=C1)S(=O)(=O)C)NCC#CC1=C(C2=C(S1)C(=CC=C2)NCC2CCNCC2)CC(F)(F)F